FC(C(=O)O)(F)F.NCC1CCN(CC1)NC(COC1=CC=C(C=C1)Cl)=O N-(4-(aminomethyl)piperidin-1-yl)-2-(4-chlorophenoxy)acetamide 2,2,2-trifluoroacetate